(S)-1-(4-(4-fluorophenyl)-3,4-dihydroquinoxaline-1(2H)-yl)-3-((1-methylpyrrolidin-3-yl)amino)propan-1-one FC1=CC=C(C=C1)N1CCN(C2=CC=CC=C12)C(CCN[C@@H]1CN(CC1)C)=O